C(C1=CC=CC=C1)N(C(O)=O)C1CC(CCC1)C1=C(N(C2=CC(=CC=C12)C(NC)=O)O)Br.BrC=1C(=C(C=CC1)C1C(NC(CC1)=O)=O)C(F)(F)F 3-(3-bromo-2-(trifluoromethyl)phenyl)piperidine-2,6-dione benzyl-(3-(2-bromo-1-hydroxy-6-(methylcarbamoyl)-1H-indol-3-yl)cyclohexyl)carbamate